4-(7-Methyl-2-((6-methyl-[1,2,4]triazolo[1,5-a]pyridin-7-yl)amino)-8-oxo-7,8-Dihydro-9H-purin-9-yl)tetrahydro-2H-pyran-4-carbonitrile CN1C(N(C2=NC(=NC=C12)NC1=CC=2N(C=C1C)N=CN2)C2(CCOCC2)C#N)=O